N1=CC(=CC=C1)NC(CCC)=O N-(pyridin-3-yl)butanamide